benzyl (S)-5-(1-(tert-butoxycarbonyl) pyrrolidin-2-yl)-7-(3-methyl-1H-pyrrolo[2,3-b]pyridin-5-yl)-3,4-dihydroisoquinoline-2(1H)-carboxylate C(C)(C)(C)OC(=O)N1[C@@H](CCC1)C1=C2CCN(CC2=CC(=C1)C=1C=C2C(=NC1)NC=C2C)C(=O)OCC2=CC=CC=C2